4-((naphthalen-1-ylmethyl)amino)-6-nitro-2H-benzopyran-2-one C1(=CC=CC2=CC=CC=C12)CNC1=CC(OC2=C1C=C(C=C2)[N+](=O)[O-])=O